tritolyl-acetone C1(=C(C=CC=C1)C(C(C)=O)(C1=C(C=CC=C1)C)C1=C(C=CC=C1)C)C